C(C)(C)(C)[Si](C1=CC=CC=C1)(C1=CC=CC=C1)OC(=C)C(F)F t-butyl-((3,3-difluoroprop-1-en-2-yl)oxy)diphenylsilane